methyl (((4-butylcyclohexyl)oxy)carbonyl)-L-leucinate C(CCC)C1CCC(CC1)OC(=O)N[C@@H](CC(C)C)C(=O)OC